C(N)(=O)C=1C=C(C=CC1Cl)[C@@H](COC(NC1CC1)=O)NC(OC(C)(C)C)=O tert-butyl (S)-(1-(3-carbamoyl-4-chlorophenyl)-2-((cyclopropylcarbamoyl)oxy)ethyl)carbamate